(6-(Methylsulfonyl)thiazolo[5,4-b]pyridin-2-yl)carbamic acid tert-butyl ester C(C)(C)(C)OC(NC=1SC2=NC=C(C=C2N1)S(=O)(=O)C)=O